BrC=1C=CC(=C(C1)C=O)SC 5-bromo-2-(methylsulfanyl)benzene-1-carbaldehyde